Cl.ClC1=CC=C(CN(N)C2=CC=C(C=C2)C(C)C)C=C1 1-(4-chlorobenzyl)-1-(4-isopropylphenyl)hydrazine hydrochloride